3-(5-(4-((methyl((tetrahydrofuran-3-yl)methyl)amino)methyl)pyridin-2-yl)-1-oxoisoindolin-2-yl)piperidine-2,6-dione CN(CC1COCC1)CC1=CC(=NC=C1)C=1C=C2CN(C(C2=CC1)=O)C1C(NC(CC1)=O)=O